5-cyclopropyl-1-((1-(2-hydroxyethyl)-1H-indol-3-yl)methyl)-N3-methyl-2-oxo-1,2-dihydropyridine-3,5-dicarboxylic acid amide C1(CC1)C1(C=C(C(N(C1)CC1=CN(C2=CC=CC=C12)CCO)=O)C(=O)NC)C(=O)O